(Z)-docosa-13-enoic acid C(CCCCCCCCCCC\C=C/CCCCCCCC)(=O)O